CC1=CN=C(S1)C=1C=C(C(=O)N)C=C(C1)O[C@@H]1COCC1 3-(5-methyl-1,3-thiazol-2-yl)-5-[(3S)-tetrahydro-furan-3-yloxy]benzamide